BrC1=C2C=CN(C2=CC=C1)C1CCC(CC1)CN1CCN(CC1)C(=O)OC(C)(C)C tert-butyl 4-((4-(4-bromo-1H-indol-1-yl)cyclohexyl)methyl)piperazine-1-carboxylate